7-fluoro-1-((1s,4s)-4-isopropylcyclohexyl)-2-(2-(2-oxopiperidin-1-yl)ethyl)-1,2-dihydro-3H-spiro[isoquinoline-4,4-piperidin]-3-one FC1=CC=C2C(=C1)C(N(C(C21CCNCC1)=O)CCN1C(CCCC1)=O)C1CCC(CC1)C(C)C